ClC1=CC2=C(C(=N1)CN(C(OC(C)(C)C)=O)C)CN(C2=O)C2=NC(=CC=C2)C=2OC(=NN2)C tert-butyl ({6-chloro-2-[6-(5-methyl-1,3,4-oxadiazol-2-yl)pyridin-2-yl]-1-oxo-2,3-dihydro-1H-pyrrolo[3,4-c]pyridin-4-yl}methyl)methylcarbamate